NC1CC2(CC(C2)NC([O-])=O)C1 N-[6-aminospiro[3.3]Hept-2-yl]Carbamate